2-(diethylamino)ethyl 1-methyl-5-(4-methylbenzoyl)-1H-pyrrole-2-acetate CN1C(=CC=C1C(C1=CC=C(C=C1)C)=O)CC(=O)OCCN(CC)CC